3-(4-methoxyphenyl)-2-(4-nitrophenyl)imidazo[1,2-c]pyrimidin-5-amine COC1=CC=C(C=C1)C1=C(N=C2N1C(=NC=C2)N)C2=CC=C(C=C2)[N+](=O)[O-]